(±)-cis-N-[8-amino-6-(2-methoxy-4-methyl-3-pyridyl)-3-isoquinolinyl]-2-fluoro-cyclopropanecarboxamide NC=1C=C(C=C2C=C(N=CC12)NC(=O)[C@H]1[C@H](C1)F)C=1C(=NC=CC1C)OC |r|